C(C)(=O)N1CC(CC1)C1=NC2=C(C=C(C=C2C=C1)CN1C[C@H]([C@@H](C1)COC)OC=1C=C2CN(C(C2=CC1)=O)[C@@H]1C(NC(CC1)=O)=O)F |o1:38| rel-(3S)-3-(5-(((3S,4S)-1-((2-(1-acetylpyrrolidin-3-yl)-8-fluoroquinolin-6-yl)methyl)-4-(methoxymethyl)pyrrolidin-3-yl)oxy)-1-oxoisoindolin-2-yl)piperidine-2,6-dione